N1C=C(C2=CC=CC=C12)C[C@@H](C(=O)N1CCN(CC1)C1=CC=C(C=C1)OC)NS(=O)(=O)C1=CC=C(C=C1)Br (S)-N-(3-(1H-indol-3-yl)-1-(4-(4-methoxyphenyl)piperazin-1-yl)-1-oxopropan-2-yl)-4-bromobenzenesulfonamide